C[C@H]1[C@@H](C[C@H]([C@@H](O1)O[C@H](C)CCCCCCCCCCC/C=C/C(=O)O)O)O The molecule is an (omega-1)-hydroxy fatty acid ascaroside obtained by formal condensation of the alcoholic hydroxy group of (2E,15R)-15-hydroxyhexadec-2-enoic acid with ascarylopyranose (the alpha anomer). It is a metabolite of the nematode Caenorhabditis elegans. It has a role as a Caenorhabditis elegans metabolite. It derives from a (2E,15R)-15-hydroxyhexadec-2-enoic acid. It is a conjugate acid of an ascr#27(1-).